(S)-1,3-Dihydrospiro[indene-2,4'-piperidin]-1-amine dihydrochloride Cl.Cl.N1CCC2(CC1)[C@@H](C1=CC=CC=C1C2)N